COC1=CC=2[C@@]34C([C@H](CC2C=C1NC(=O)[C@@H]1NCCC1)N(CC4)C)CCCC3 (2R)-N-[(1S,9S)-4-methoxy-17-methyl-17-azatetracyclo[7.5.3.01,10.02,7]heptadeca-2(7),3,5-trien-5-yl]pyrrolidine-2-carboxamide